4-amino-7-(1-methylcyclopropyl)-7H-pyrrolo[2,3-d]pyrimidine-5-carbonitrile NC=1C2=C(N=CN1)N(C=C2C#N)C2(CC2)C